NC1=C(SC2=NC(=CC=C21)C)C(=O)N[C@H]2CC=1C=CC(=NC1CC2)N2CCNCC2 3-amino-6-methyl-N-[(6R)-2-(piperazin-1-yl)-5,6,7,8-tetrahydroquinolin-6-yl]thieno[2,3-b]pyridine-2-carboxamide